SC1=NC2=C(C=NC(=C2)N2CCC3(CC2)[C@@H](C2=CC=CC=C2C3)CC(C)(S(=O)N)C)N1 ((S)-1'-(2-mercapto-3H-imidazo[4,5-c]pyridin-6-yl)-1,3-dihydrospiro[inden-2,4'-piperidin]-1-yl)-2-methylpropan-2-sulfinamide